[O-2].C(#N)C1CCN(CC1)CC(=O)[Li] [2-(4-cyano-1-piperidinyl)acetyl]lithium oxide